ClC=1C(=CC(=C(C1)NC(C)=O)C)C(C#N)C1=CC=C(C=C1)Cl N-(5-chloro-4-((4-chlorophenyl)(cyano)methyl)-2-methylphenyl)acetamide